OC1CCC(CC1)C(C)(C)C1CCC(CC1)O 2,2-Bis(4-hydroxycyclohexyl)propane